N-[(4R,5S)-3,3-difluoro-1-methyl-5-methyl-4-piperidyl]-5-{3-[5-fluoro-2-methoxy-4-(N-methylcarbamoyl)phenylamino]-1-propynyl}-3-(trifluoromethylthio)-1,3a-diaza-7-indenecarboxamide FC1(CN(C[C@@H]([C@H]1NC(=O)C1=CC(=CN2C(=CN=C12)SC(F)(F)F)C#CCNC1=C(C=C(C(=C1)F)C(NC)=O)OC)C)C)F